C(CCC)[Sn](C=1N(N=NC1)CC)(CCCC)CCCC tributyl-(3-ethyltriazol-4-yl)stannane